N1(CCOCC1)C1=NC=2N(C(=N1)NCC1=NN=C(N1)C=1C=NC(=CC1)C(F)(F)F)N=CC2C(F)(F)F 2-(morpholin-4-yl)-8-(trifluoromethyl)-N-({5-[6-(trifluoromethyl)pyridin-3-yl]-4H-1,2,4-triazol-3-yl}methyl)pyrazolo[1,5-a][1,3,5]triazin-4-amine